CC1=NSN=C1C1=NC2=C(N1CC=1C=NC=CC1)C=CC=C2 3-methyl-4-[1-(pyridin-3-ylmethyl)benzimidazol-2-yl]-1,2,5-thiadiazole